COC(=O)C=1OC2=C(C1)C=C(C=C2)CS(=O)C 5-(methylsulfinylmethyl)benzofuran-2-carboxylic acid methyl ester